NC1=NNC2=CC=C(C=C12)C1=CC(=NC=C1)NC(=O)NC1=CC=C(C=C1)Cl (4-(3-amino-1H-indazol-5-yl)pyridine-2-yl)-3-(4-chlorophenyl)urea